5-(1-propynyl)arabinose C(#CC)C([C@H]([C@H]([C@@H](C=O)O)O)O)O